NC1=NC2=CC=C(C=C2C=N1)C=1C(=C(C=CC1F)NS(=O)(=O)C1=CC(=CC(=C1)Cl)Cl)F N-(3-(2-aminoquinazolin-6-yl)-2,4-difluorophenyl)-3,5-dichlorobenzenesulfonamide